N'-acetyl-L-tryptophan ethyl ester C(C)OC([C@@H](N)CC1=CN(C2=CC=CC=C12)C(C)=O)=O